C(CCCCCCCCCCCCCCCCC)(=O)N.[O] oxygen stearamide